N-[5-(2,6-diazaspiro[3.3]heptan-2-yl)-2-pyridyl]-5-fluoro-4-[(4R)-4-methyl-5,6,7,8-tetrahydro-4H-pyrazolo[1,5-a]azepin-3-yl]pyrimidin-2-amine C1N(CC12CNC2)C=2C=CC(=NC2)NC2=NC=C(C(=N2)C=2C=NN1C2[C@@H](CCCC1)C)F